8-chloro-6-methyl-2-(methylsulfonyl)pyrido[3,4-d]pyrimidine ClC1=NC(=CC2=C1N=C(N=C2)S(=O)(=O)C)C